1-(2-fluoro-7-((S)-1-methoxyethyl)pyrazolo[1,5-a]Pyrimidin-6-yl)-3-(2-(1-hydroxyethyl)-6-(trifluoromethyl)pyridin-4-yl)urea FC1=NN2C(N=CC(=C2[C@H](C)OC)NC(=O)NC2=CC(=NC(=C2)C(F)(F)F)C(C)O)=C1